C(C1=CC=CC=C1)OC1=C(C=C(\C=C/2\C(=C(C3=CC(=CC=C23)OC)CC(=O)O)C)C=C1OC)OC (Z)-2-(1-(4-(benzyloxy)-3,5-dimethoxybenzylidene)-5-methoxy-2-methyl-1H-inden-3-yl)acetic acid